C(C=C)(=O)N1CCC(CC1)OC=1C=C2C(=NC=NC2=CC1OC)NCC=1C=C(C#N)C=CC1 3-(((6-((1-acryloyl-piperidin-4-yl)oxy)-7-methoxy-quinazolin-4-yl)amino)methyl)benzonitrile